N-[(2S,3R)-2-[(2,3'-Difluoro[1,1'-biphenyl]-3-yl)methyl]-4,4-difluoro-1-(2-methylpropanoyl)pyrrolidin-3-yl]ethansulfonamid FC1=C(C=CC=C1C[C@@H]1N(CC([C@@H]1NS(=O)(=O)CC)(F)F)C(C(C)C)=O)C1=CC(=CC=C1)F